4-(trimethylsilyl)cyclohexylamine C[Si](C1CCC(CC1)N)(C)C